3-((2-methyl-4-thiazolyl)ethynyl)pyridine methyl-4-(5-(4,7-dimethylbenzofuran-2-yl)-1,2,4-oxadiazol-3-yl)benzoate COC(C1=CC=C(C=C1)C1=NOC(=N1)C=1OC2=C(C1)C(=CC=C2C)C)=O.CC=2SC=C(N2)C#CC=2C=NC=CC2